tert-butyl 3-[[1-[4-[4-[6-chloro-4-(trifluoromethyl)-2-pyridyl]piperazin-1-yl]sulfonyl phenyl]-5-oxo-pyrrolidin-3-yl]amino]azetidine-1-carboxylate ClC1=CC(=CC(=N1)N1CCN(CC1)S(=O)(=O)C1=CC=C(C=C1)N1CC(CC1=O)NC1CN(C1)C(=O)OC(C)(C)C)C(F)(F)F